N-(2-(4-carbamoyl-1-piperidyl)-4-(piperazin-1-ylmethyl)phenyl)-2-morpholino-oxazole-4-carboxamide C(N)(=O)C1CCN(CC1)C1=C(C=CC(=C1)CN1CCNCC1)NC(=O)C=1N=C(OC1)N1CCOCC1